ISOINDOLINE-1,3-DIONE C1(NC(C2=CC=CC=C12)=O)=O